tert-butyl 2-(1-(4-amino-2-isopropylphenyl)-5-(2,6-dimethoxyphenyl)-1H-pyrazole-3-carboxamido)adamantane-2-carboxylate NC1=CC(=C(C=C1)N1N=C(C=C1C1=C(C=CC=C1OC)OC)C(=O)NC1(C2CC3CC(CC1C3)C2)C(=O)OC(C)(C)C)C(C)C